1-(cyclopropylamino)-4-(2-methylpyridin-4-yl)-6-(trifluoromethyl)-3H-pyrido[1,2-c]pyrimidin-3-one C1(CC1)NC1=NC(C(=C2N1C=CC(=C2)C(F)(F)F)C2=CC(=NC=C2)C)=O